7-(6-(4,4-difluoropiperidine-1-carbonyl)naphthalen-1-yl)-2-methyl-5,6,7,8-tetrahydro-[1,2,4]triazolo[4,3-a]pyrazin-3(2H)-one FC1(CCN(CC1)C(=O)C=1C=C2C=CC=C(C2=CC1)N1CC=2N(CC1)C(N(N2)C)=O)F